NC1CC2=CC=CC(=C2CC1)OC 2-amino-5-methoxytetralin